2-hydroxy-6,6-dimethyl-7,8-dihydroquinazolin-5-one OC1=NC=2CCC(C(C2C=N1)=O)(C)C